N-(oxetan-3-yl)sulfamoyl chloride O1CC(C1)NS(=O)(=O)Cl